isononyl-aminocaproic acid C(CCCCCC(C)C)C(C(=O)O)(CCCC)N